OCCCN(C)C β-hydroxyethyltrimethylamine